C(C)(C)OC=1C(=C2C(=NNC2=CC1)C1=CC(=CN(N1)C)N1CCOCC1)C 6-(5-isopropoxy-4-methyl-1H-indazol-3-yl)-2-methyl-4-morpholino-pyridazin